5-methyl-4a-phenylhexahydro-2H-benzo[b][1,4]oxazin-3(4H)-one CC1CCCC2OCC(NC21C2=CC=CC=C2)=O